C1(CC1)CN(C(OC(C)(C)C)=O)[C@H]1CN(CCC1)C=1C=NC(=CC1)C1(COC1)N1N=NC(=C1)C=1C=NC=C(C1)C1CC1 tert-butyl (R)-(cyclopropylmethyl)(1-(6-(3-(4-(5-cyclopropylpyridin-3-yl)-1H-1,2,3-triazol-1-yl)oxetan-3-yl)pyridin-3-yl)piperidin-3-yl)carbamate